(S)-2-(5-(6-chloro-3-(1H-imidazol-1-yl)-5-methoxy-1-methyl-1H-pyrrolo[3,2-b]pyridin-2-yl)-1H-1,2,4-triazol-3-yl)propanenitrile ClC=1C=C2C(=NC1OC)C(=C(N2C)C2=NC(=NN2)[C@H](C#N)C)N2C=NC=C2